(S)-2-((6'-((4-cyano-2-fluorobenzyl)oxy)-3,6-dihydro-2H-[1,2'-bipyridin]-4-yl)methyl)-1-(oxetan-2-ylmethyl)-1H-benzo[d]imidazole-6-carboxylic acid C(#N)C1=CC(=C(COC2=CC=CC(=N2)N2CCC(=CC2)CC2=NC3=C(N2C[C@H]2OCC2)C=C(C=C3)C(=O)O)C=C1)F